5,5,5-trifluoro-1-methoxy-N-methyl-1-oxopentan-2-aminium 2,2,2-trifluoroacetate FC(C(=O)[O-])(F)F.FC(CCC(C(=O)OC)[NH2+]C)(F)F